10-Benzyl-3-chloro-5,10-dihydro-11H-dibenzo[b,e][1,4]diazepin-11-one C(C1=CC=CC=C1)N1C2=C(NC3=C(C1=O)C=CC(=C3)Cl)C=CC=C2